2-[4-(2-Dimethylamino-ethylamino)-phenyl]-1H-benzoimidazole-5-carbonitrile CN(CCNC1=CC=C(C=C1)C1=NC2=C(N1)C=CC(=C2)C#N)C